CON=C(COC1=NN(C=C1)C1=CC=CC=C1)C 1-((1-phenyl-1H-pyrazol-3-yl)oxy)propan-2-one-O-methyloxime